calcium disulfamate S(N)([O-])(=O)=O.S(N)([O-])(=O)=O.[Ca+2]